2-bromo-8-(isopropylamino)imidazo[1,2-b]pyridazine-7-carboxamide BrC=1N=C2N(N=CC(=C2NC(C)C)C(=O)N)C1